1-acetoxy-2,2,6,6-tetramethylpiperidine C(C)(=O)ON1C(CCCC1(C)C)(C)C